2-(N-(2-(2-(dimethylamino)ethoxy)-2-oxoethyl)octanamido)-2-((octanoyloxy)methyl)propane-1,3-diyl dioctanoate C(CCCCCCC)(=O)OCC(COC(CCCCCCC)=O)(COC(CCCCCCC)=O)N(C(CCCCCCC)=O)CC(=O)OCCN(C)C